4-[1-[2-[3,5-bis(difluoromethyl)pyrazol-1-yl]acetyl]-4-piperidyl]-N-tetralin-1-ylpyridine-2-carboxamide methyl-4-(hept-1-en-4-yloxy)-2-hydroxy-3,6-dimethylbenzoate COC(C1=C(C(=C(C=C1C)OC(CC=C)CCC)C)O)=O.FC(C1=NN(C(=C1)C(F)F)CC(=O)N1CCC(CC1)C1=CC(=NC=C1)C(=O)NC1CCCC2=CC=CC=C12)F